5-({4-[(2S)-2-[(8-{5-[(dimethylamino)methyl]pyridin-3-yl}quinazolin-4-yl)amino]propyl]piperazin-1-yl}sulfonyl)-4-methyl-1,3-thiazol CN(C)CC=1C=C(C=NC1)C=1C=CC=C2C(=NC=NC12)N[C@H](CN1CCN(CC1)S(=O)(=O)C1=C(N=CS1)C)C